2-(2,6-dimethyl-4-(2-(2-oxo-3-(4-(trifluoromethyl)phenyl)imidazolin-1-yl)ethyl)phenoxy)-2-methylpropanoic acid ethyl ester C(C)OC(C(C)(C)OC1=C(C=C(C=C1C)CCN1C(N(CC1)C1=CC=C(C=C1)C(F)(F)F)=O)C)=O